N1(N=NC2=C1N=CC=C2)OC(=[N+](C)C)N(C)C O-(7-azabenzotriazole-1-yl)-1,1,3,3-tetramethyluronium